Dimethyl-benzidine CNC1=CC=C(C2=CC=C(NC)C=C2)C=C1